C1(C=CC=C2OC3=CC=CC=C3N=C12)=O phenoxazon